2-fluoro-6-[(2-hydroxy-3-methylbenzyl)amino]-9-(tetrahydro-2H-pyran-2-yl)-9H-purine FC1=NC(=C2N=CN(C2=N1)C1OCCCC1)NCC1=C(C(=CC=C1)C)O